N1(CC=CC=C1)C=1OC(=NN1)N1CC=CC=C1 2,5-bis(N-pyridyl)-1,3,4-oxadiazole